COC1(CC1)C(=O)NC=1C(=CC=2N=CN=C(C2N1)C=1C(=NN(C1)C)C1=CC=CC=C1)OC 1-methoxy-N-(7-methoxy-4-(1-methyl-3-phenyl-1H-pyrazol-4-yl)pyrido[3,2-d]pyrimidin-6-yl)cyclopropane-1-carboxamide